C(C)C1=C(C=CC=C1)C1=C(C=CC(=N1)NS(=O)(=O)C1=CC=CC(=N1)N1C[C@H](CCC1)C(=O)O)C(F)(F)F (S)-1-(6-(N-(6-(2-ethylphenyl)-5-(trifluoromethyl)pyridin-2-yl)sulfamoyl)pyridin-2-yl)piperidine-3-carboxylic acid